NC1=C(C=C(C(=C1)Br)C(F)(F)F)C#CCNC(OC(C)(C)C)=O tert-butyl (3-(2-amino-4-bromo-5-(trifluoromethyl)phenyl)prop-2-yn-1-yl)carbamate